[(3R)-3-(1,2,4-Triazol-4-yl)pyrrolidin-1-yl]-[6-[6-(trifluoromethyl)pyrazin-2-yl]oxy-2-azaspiro[3.3]heptan-2-yl]methanone N=1N=CN(C1)[C@H]1CN(CC1)C(=O)N1CC2(C1)CC(C2)OC2=NC(=CN=C2)C(F)(F)F